tert-Butyl (S)-4-(1-(3-fluorophenyl)-3-iodo-1H-pyrrolo[3,2-c]pyridin-4-yl)-3-methylpiperazine-1-carboxylate FC=1C=C(C=CC1)N1C=C(C=2C(=NC=CC21)N2[C@H](CN(CC2)C(=O)OC(C)(C)C)C)I